CC(C)C1=C(C(=CC=C1)C(C)C)N2CC[N+](=C2)C3=C(C=CC=C3C(C)C)C(C)C.[Cl-] 1,3-bis(2,6-diisopropylphenyl)imidazolinium chloride